N-cyclopropyl-6-methyl-2,3-dihydrobenzofuran-3-amine C1(CC1)NC1COC2=C1C=CC(=C2)C